C(C)(=O)NCCC1=CNC2=C(C=CC=C12)OC(CCCC(=O)O)=O 5-((3-(2-acetamidoethyl)-1H-indol-7-yl)oxy)-5-oxopentanoic acid